Methyl-4-amino-3-chloro-5-fluoro-6-(7-fluoro-1H-indol-6-yl)pyridine-2-carboxylat COC(=O)C1=NC(=C(C(=C1Cl)N)F)C1=CC=C2C=CNC2=C1F